OC=1C=C(C=C(C1C(C)C)O)C#CC1=C(C=CC=C1)/C=C/C(=O)[O-] (E)-3-(2-((3,5-dihydroxy-4-isopropylphenyl)ethynyl)phenyl)acrylate